4-cyano-4-(3-methoxyphenyl)piperidine-1-carboxylic acid tert-butyl ester C(C)(C)(C)OC(=O)N1CCC(CC1)(C1=CC(=CC=C1)OC)C#N